C1(=CC=CC=C1)S(=O)(=O)N1C=C(C=2C1=NC(=CC2)C2=NC(=NO2)C)B2OC(C(O2)(C)C)(C)C 5-[1-(benzenesulfonyl)-3-(4,4,5,5-tetramethyl-1,3,2-dioxaborolan-2-yl)pyrrolo[2,3-b]pyridin-6-yl]-3-methyl-1,2,4-oxadiazole